FC1=C(C=O)C(=CC=C1F)OC 2,3-difluoro-6-methoxybenzaldehyde